C(CCCCCCC\C=C/CCCCCCCC)O (Z)-9-octadecenol